C1(=CC=CC=C1)C1(CCCC1)CN (1-phenylcyclopentyl)methanamine